O=C(C(=O)O)CCSC 2-oxo-4-methylthio-butanoic acid